C12(CC(C1)C2)N2C=C(C(=CC2=O)OS(=O)(=O)C(F)(F)F)C(=O)OC methyl 1-(bicyclo[1.1.1]pent-1-yl)-6-oxo-4-(((trifluoromethyl) sulfonyl) oxy)-1,6-dihydropyridine-3-carboxylate